((5-(3-bromo-2,6-difluorophenoxy)-3,3-difluoro-2-(4-fluorophenyl)pentan-2-yl)oxy)triethylsilane BrC=1C(=C(OCCC(C(C)(C2=CC=C(C=C2)F)O[Si](CC)(CC)CC)(F)F)C(=CC1)F)F